bromo-2-methyl-1-propyl-sulfanyl-benzene BrC1=C(C(=C(C=C1)CCC)C)S